tert-butyl (3aR,5r,6aS)-5-aminohexahydrocyclopenta[c]pyrrole-2(1H)-carboxylate CC(C)(C)OC(=O)N1C[C@H]2CC(C[C@H]2C1)N